C[C@H]1N(CCN(C1)C=1C=C2C(=NC=NC2=CC1)NC1=CC(=C(C=C1)CC1=CC2=C(N(C=N2)C)C=C1)C)C(=O)OC(C)(C)C tertbutyl (2R)-2-methyl-4-[4-({3-methyl-4-[(1-methyl-1,3-benzodiazol-5-yl)methyl]phenyl}amino)quinazolin-6-yl]piperazine-1-carboxylate